4-{2-[(piperidin-3-yl)amino]-5-(trifluoromethyl)pyrimidin-4-yl}-1,2-dihydroquinolin-2-one N1CC(CCC1)NC1=NC=C(C(=N1)C1=CC(NC2=CC=CC=C12)=O)C(F)(F)F